OC1CCC2(C(=C(CC12)CCOCCCOCCC(=O)O)C1=CC=CC=C1)C(=C)C1=CC=CC=C1 3-(3-(2-(6-hydroxy-3-phenyl-3a-(1-phenylvinyl)-1,3a,4,5,6,6a-hexahydropentalen-2-yl)ethoxy)propoxy)propanoic acid